3-[4-[4-(3,3-difluoro-4-piperidinyl)-1-piperidinyl]-3-fluoro-anilino]piperidine-2,6-dione hydrochloride Cl.FC1(CNCCC1C1CCN(CC1)C1=C(C=C(NC2C(NC(CC2)=O)=O)C=C1)F)F